BrC1=NSC(=N1)N1CC2C(C2C1)/C=C/C=1C(=NOC1C1CC1)C1=C(C=NC=C1Cl)Cl (E)-4-(2-(3-(3-bromo-1,2,4-thiadiazol-5-yl)-3-azabicyclo[3.1.0]hex-6-yl)vinyl)-5-cyclopropyl-3-(3,5-dichloropyridin-4-yl)isoxazole